Sulfamoyl chloride S(N)(=O)(=O)Cl